C(C)(C)(C)C1=CC(=C(C=C1)O)C(C)C1=CC=CC=C1 4-(tert-butyl)-2-(1-phenylethyl)phenol